O1C(CCC1)CNC(C)=O N-((tetrahydrofuran-2-yl)methyl)acetamide